FC(CN1C(=NC2=C1C=C(C=C2)P(=O)(C)C)NC(CC2=CC(=C(OC1=C(C(=O)N)C=CC=N1)C=C2)F)=O)F 2-(4-(2-((1-(2,2-difluoroethyl)-6-(dimethylphosphoryl)-1H-benzo[d]imidazol-2-yl)amino)-2-oxoethyl)-2-fluorophenoxy)nicotinamide